FC(OC1=CC=C(C=C1)C1=NC=C(C(=N1)C)C(=O)O)F 2-[4-(difluoromethoxy)phenyl]-4-methyl-pyrimidine-5-carboxylic acid